C(C)(=O)C=1C(=NC(=C(N1)Br)N)N1CCC2([C@@H]([C@@H](OC2)C)NC(OC(C)(C)C)=O)CC1 tert-butyl N-[(3S,4S)-8-(3-acetyl-6-amino-5-bromo-pyrazin-2-yl)-3-methyl-2-Oxa-8-azaspiro[4.5]decan-4-yl]carbamate